IC1=NNC2=NC=NC=C21 3-iodo-1H-pyrazolo[3,4-d]Pyrimidine